(R)-2-((tert-butyldiphenylsilyl)oxy)propan-1-amine [Si](C1=CC=CC=C1)(C1=CC=CC=C1)(C(C)(C)C)O[C@@H](CN)C